Prenyl cis-caffeate C(\C=C/C1=CC(O)=C(O)C=C1)(=O)OCC=C(C)C